C1(CC1)C1=CC(=C(C=C1)NC1=CC(=NC=C1C(=O)NOCC)NC=1N=NC=CC1)N(S(=O)(=O)C)C 4-((4-cyclopropyl-2-(N-methyl-methanesulfonamido)-phenyl)amino)-N-ethoxy-6-(pyridazin-3-ylamino)nicotinamide